C(CBr)Br 1,2-Dibromomethane